Cl.C(C)OCCN(C(CC[C@@H](N)C(=O)OC)=O)C methyl N5-(2-ethoxyethyl)-N5-methyl-D-glutaminate hydrochloride